3-AMINO-2-METHYL-PROPIONIC ACID HYDRATE O.NCC(C(=O)O)C